C(C)OCC=1N(C(=C(N1)C(=O)O)C1=CC=CC=C1)CC(C)(C)O 2-(ethoxymethyl)-1-(2-hydroxy-2-methylpropyl)-5-phenyl-1H-imidazole-4-carboxylic acid